C12(CC(C1)C2)C2=NC1=C(C=C(C=C1C(N2C)=O)C)[C@@H](C)N[S@](=O)C(C)(C)C (R)-N-((R)-1-(2-(bicyclo[1.1.1]pentan-1-yl)-3,6-dimethyl-4-oxo-3,4-dihydroquinazolin-8-yl)ethyl)-2-methylpropane-2-sulfinamide